FC(C1=NC=CC(=C1)N1C[C@@H](CC1)C(=O)N1CC2=C(C=3CCCC3N=C2C1)C)F [1-(2-Difluoromethyl-pyridin-4-yl)-pyrrolidin-3(R)-yl]-(8-methyl-3,5,6,7-tetrahydro-1H-2,4-diaza-s-indacen-2-yl)-methanone